CC1(CC2=CC=CC=C2CC1)C(=O)N[C@@H](CCO[C@@H]1C[C@H](C1)CCC1=NC=2NCCCC2C=C1)C(=O)O N-(2-methyl-1,2,3,4-tetrahydronaphthalene-2-carbonyl)-O-(trans-3-(2-(5,6,7,8-tetrahydro-1,8-naphthyridin-2-yl)ethyl)cyclobutyl)homoserine